(Z)-2-(5-ethyl-2-methyl-1-(4-isopropylbenzyl)-1H-inden-3-yl)acetic acid C(C)C=1C=C2C(=C(C(C2=CC1)CC1=CC=C(C=C1)C(C)C)C)CC(=O)O